methyl 2-chloro-5,6-dimethoxypyrimidine-4-carboxylate ClC1=NC(=C(C(=N1)C(=O)OC)OC)OC